CN(C(OC1=CC2=CC=C(C(=C2C=C1)CC)F)=O)C 5-ethyl-6-fluoronaphth-2-yl dimethylcarbamate